COCCC(C)(S)C 4-METHOXY-2-METHYL-2-BUTANETHIOL